COC(C(CC(C)C)N1N=C(C(=C(C1=O)C)C)C=COCC)=O 2-(3-(2-ethoxyvinyl)-4,5-dimethyl-6-oxopyridazin-1(6H)-yl)-4-methylpentanoic acid methyl ester